ClC1=NC(=CC(=C1)C1=C(N=C(S1)NC(=O)N1C[C@H](NCC1)C(=O)N)C1=CC(=CC=C1)C#N)C (3S)-N1-[5-(2-Chloro-6-methyl-4-pyridyl)-4-(3-cyanophenyl)thiazol-2-yl]piperazine-1,3-dicarboxamide